C(C1=CC=CC=C1)OC1=NC(=CC=2C1=NN(C2)C2CCNCC2)C=2C=C(C=1N(N2)C=C(N1)C)C 6-[7-benzyloxy-2-(4-piperidinyl)pyrazolo[3,4-c]pyridin-5-yl]-2,8-dimethyl-imidazo[1,2-B]pyridazine